3-methylimidazole myristate C(CCCCCCCCCCCCC)(=O)O.CN1C=NC=C1